1-(4-phenylthiophenyl)-(3-cyclohexyl)-propane-1,2-dione 3-benzoxybenzoate C(C1=CC=CC=C1)OC=1C=C(C(=O)O)C=CC1.C1(=CC=CC=C1)SC1=CC=C(C=C1)C(C(CC1CCCCC1)=O)=O